O=C1NC(CCC1C1=C(C=C(C=C1F)N1CC(C1)NC(OC12CC(C1)(C2)C(N(C)C2CC2)=O)=O)F)=O 3-(cyclopropyl(methyl)carbamoyl)bicyclo[1.1.1]pentan-1-yl (1-(4-(2,6-dioxopiperidin-3-yl)-3,5-difluorophenyl)azetidin-3-yl)carbamate